OC(=O)C(F)(F)F.N1CCC(CC1)C(=O)N1OCC[C@H]1C=1C=NC=NC1 4-Piperidyl-[(3S)-3-pyrimidin-5-ylisoxazolidin-2-yl]methanone TFA Salt